2-amino-N-(4-(3-((2R,6R)-2,6-dimethylmorpholino)phenyl)thiazol-2-yl)acetamide NCC(=O)NC=1SC=C(N1)C1=CC(=CC=C1)N1C[C@H](O[C@@H](C1)C)C